1-(3-(1,3-dithian-2-yl)-5-fluoro-4-(4-methoxyphenylmethyloxy)phenyl)-3-phenylurea S1C(SCCC1)C=1C=C(C=C(C1OCC1=CC=C(C=C1)OC)F)NC(=O)NC1=CC=CC=C1